C1(CCCCC1)CNC(C)C=1C=CC=2N(C1)C=C(N2)CN2N=NC(=C2)C2=C1C=NNC1=CC=C2 (cyclohexylmethyl)[1-(2-{[4-(1H-indazol-4-yl)-1H-1,2,3-triazol-1-yl]methyl}imidazo[1,2-a]pyridin-6-yl)ethyl]amine